BrC1=CC=C(C=C1)C1=NC2=CC(=C(C=C2N=C1C1=CC=C(C=C1)P(=O)(C1=CC=CC=C1)C1=CC=CC=C1)C#N)C#N 2-(4-bromophenyl)-3-(4-(diphenylphosphoryl)phenyl)quinoxaline-6,7-dicarbonitrile